6-Chloro-4-((3-(5-fluoropyrimidin-2-yl)-2-methoxyphenyl)amino)-N-(methyl-d3)pyridazine-3-carboxamide ClC1=CC(=C(N=N1)C(=O)NC([2H])([2H])[2H])NC1=C(C(=CC=C1)C1=NC=C(C=N1)F)OC